(8-(5-bromooxazol-2-carbonyl)-8-azabicyclo[3.2.1]oct-3-yl)carbamic acid tert-butyl ester C(C)(C)(C)OC(NC1CC2CCC(C1)N2C(=O)C=2OC(=CN2)Br)=O